COC1=CC=C2C=NN(C2=C1[N+](=O)[O-])COCC[Si](C)(C)C 6-methoxy-7-nitro-1-{[2-(trimethylsilyl)ethoxy]methyl}indazole